C(C)(C)(C)C1=NC(=NO1)C1=CC=C(C=C1)C(=O)N1CC2(C1)CC(C2)(O)C2=CN=C(O2)C2CC2 [4-(5-tert-butyl-1,2,4-oxadiazol-3-yl)phenyl]-[6-(2-cyclopropyl-oxazol-5-yl)-6-hydroxy-2-azaspiro[3.3]heptan-2-yl]methanone